benzo[c][1,5]benzoxazol C1N=CC=C2C13C(=CO2)C=CC=C3